(2s,5s)-1-acetyl-5-hydroxy-piperidine-2-carboxylic acid methyl ester COC(=O)[C@H]1N(C[C@H](CC1)O)C(C)=O